methyl (S)-2-((tert-butoxycarbonyl)amino)-4-(methyl((1R,3R)-3-(2-(5,6,7,8-tetrahydro-1,8-naphthyridin-2-yl)ethyl)cyclobutyl)amino)butanoate C(C)(C)(C)OC(=O)N[C@H](C(=O)OC)CCN(C1CC(C1)CCC1=NC=2NCCCC2C=C1)C